CC1(OB(OC1(C)C)C=1C(=CC2=CC=CC=C2C1)N)C 3-(4,4,5,5-tetramethyl-1,3,2-dioxaborolan-2-yl)naphthalene-2-amine